N-((1-methoxycyclohexyl)methyl)-2-(2-oxo-2,3-dihydro-1H-pyrido[2,3-b][1,4]thiazin-3-yl)acetamide COC1(CCCCC1)CNC(CC1C(NC2=C(S1)N=CC=C2)=O)=O